2-(4-Ethyl-3-(hydroxymethyl)-5-oxo-4,5-dihydro-1H-1,2,4-triazol-1-yl)-3-Fluoro-6-(2-fluoro-5-tolyl)-8-isopropyl-1,6-naphthyridin-5(6H)-one C(C)N1C(=NN(C1=O)C1=NC=2C(=CN(C(C2C=C1F)=O)C=1C=CC(=C(C1)C)F)C(C)C)CO